ethyl 1-(1-((2-chloro-4-(trifluoromethyl)phenyl)carbamoyl) cyclobutyl)-1H-pyrazole-4-carboxylate ClC1=C(C=CC(=C1)C(F)(F)F)NC(=O)C1(CCC1)N1N=CC(=C1)C(=O)OCC